FC1(CN(CC1)C(CN1CCC(CC1)C=1C=C2C(=C(NC2=CC1)C1=CC(=NC(=C1)C)C)C(C)C)=O)F 1-(3,3-difluoropyrrolidin-1-yl)-2-(4-(2-(2,6-dimethylpyridin-4-yl)-3-isopropyl-1H-indol-5-yl)piperidin-1-yl)ethan-1-one